O[C@@H](CN1CCC(CC1)NC1=C2C=C(N(C2=CC=C1)CC(F)(F)F)C#CCNC1=C(C=C(C(=O)NC)C=C1)OC)COC 4-({3-[4-({1-[(2S)-2-hydroxy-3-methoxypropyl]piperidin-4-yl}amino)-1-(2,2,2-trifluoroethyl)-1H-indol-2-yl]prop-2-yn-1-yl}amino)-3-methoxy-N-methylbenzamide